N1C=C(C2=CC=CC=C12)/C=C/C1=CCN(C=C1)C (E)-4-(2-(1H-indol-3-yl)vinyl)-1-methylpyridine